COC([C@H](C)NC(=O)[C@H]1N2C3=C(C=CC=C3C1)CC[C@@H](C2=O)NC([C@H](C(C)C)NC(C)=O)=O)=O (S)-2-{[(2S,5S)-5-((S)-2-Acetylamino-3-methyl-butyrylamino)-4-oxo-1,2,4,5,6,7-hexahydro-azepino[3,2,1-hi]indole-2-carbonyl]-amino}-propionic acid methyl ester